(3R,4E)-N-cyclobutyl-3-{[1-cyclopentyl-5-(2,6-dimethoxyphenyl)-1H-pyrazol-3-yl]formamido}-5-(4-fluorophenyl)pent-4-enamide C1(CCC1)NC(C[C@H](\C=C\C1=CC=C(C=C1)F)NC(=O)C1=NN(C(=C1)C1=C(C=CC=C1OC)OC)C1CCCC1)=O